C1(=CC=CC=C1)C(C)N1C(C=CC1=O)=O N-(1-phenylethyl)maleimide